CC1(CCCNS1(=O)=O)C 6,6-dimethyl-1,2-thiazinan-1,1-dioxide